3-Aminotetramethyl-cyclobutanone NC1C(C(C1(C)C)=O)(C)C